3-Cyano-4-methyl-5,6,7,8-tetrahydro-quinoline-2-carboxylic acid methyl ester COC(=O)C1=NC=2CCCCC2C(=C1C#N)C